17-oxoestra-1(10),2,4-trien-3-yl trifluoromethanesulfonate FC(S(=O)(=O)OC=1C=C2CC[C@H]3[C@@H]4CCC([C@@]4(C)CC[C@@H]3C2=CC1)=O)(F)F